(3-chloro-4-mercaptopyridin-2-yl)azetidine-3-carbonitrile ClC=1C(=NC=CC1S)N1CC(C1)C#N